(E)-3-(4-(butylsulfanyl)-7-(diethylamino)-6-nitro-2-oxo-2H-chromen-3-yl)-2-cyanoacrylic acid C(CCC)SC1=C(C(OC2=CC(=C(C=C12)[N+](=O)[O-])N(CC)CC)=O)/C=C(/C(=O)O)\C#N